C(C)(=O)O.C(C)(=O)O.NC(CCC(=O)NNCC1=CC=CC=C1)N diaminobutyrylaminobenzylamine diacetate